N1(CCCC1)CCCOC1OC2=CC=C(C=C2CC1)N (3-(pyrrolidin-1-yl)propoxy)chroman-6-amine